ClC=1C=C2C(=NC1)C(=CO2)C2=CC=C(C=C2)C 6-chloro-3-(p-tolyl)furo[3,2-b]pyridine